(2R)-N-[(2R)-3,3-dimethyl-1-(methylamino)-1-oxobutan-2-yl]-N'-hydroxy-2-(2-methylpropyl)butanediamide CC([C@H](C(=O)NC)NC([C@@H](CC(=O)NO)CC(C)C)=O)(C)C